C(C)(C)OC1=C(C(=O)N[C@H](C)C2=CC=CC3=CC=CC=C23)C=C(C=C1)OC (R)-2-isopropoxy-5-methoxy-N-(1-(naphthalen-1-yl)ethyl)benzamide